2-chloro-1-(3,4-dichlorophenyl)ethanone ClCC(=O)C1=CC(=C(C=C1)Cl)Cl